(3-bromo-4-methylphenyl)(1-methyl-1H-tetrazol-5-yl)methanone tert-butyl-7-[6-(2,7-dimethylindazol-5-yl)-8-fluoro-1-oxoisoquinolin-2-yl]-4-azaspiro[2.5]octane-4-carboxylate C(C)(C)(C)OC(=O)N1C2(CC2)CC(CC1)N1C(C2=C(C=C(C=C2C=C1)C1=CC2=CN(N=C2C(=C1)C)C)F)=O.BrC=1C=C(C=CC1C)C(=O)C1=NN=NN1C